2-[(1S,4R,5S)-4-[(4-fluorophenyl)methyl]-3-azabicyclo[3.1.0]hexan-3-yl]-4-morpholino-1H-pyrimidin-6-one FC1=CC=C(C=C1)C[C@H]1N(C[C@H]2C[C@H]12)C=1NC(C=C(N1)N1CCOCC1)=O